OC=1C=C(C=CC1)C(F)(F)F 3-hydroxybenzotrifluoride